FC=1C=CC(=C(C(=O)O)C1)NC=C[N+](=O)[O-] 5-fluoro-2-((2-nitrovinyl)amino)benzoic acid